C(C=C)(=O)N1C(OC(C1C(C)C)(C)C)=O 3-acryloyl-4-isopropyl-5,5-dimethyloxazolidin-2-one